NC1=C(C=2C(=C3C=C(N=NC3=C(C2)Br)C)NC1=O)C1=C2C=NN(C2=C(C=C1)F)C1OCCCC1 3-amino-6-bromo-4-[7-fluoro-1-(oxan-2-yl)indazol-4-yl]-9-methyl-1H-pyrido[2,3-f]cinnolin-2-one